C(CCCCCCC\C=C/CCCCCCCC)(=O)CC(COC(CN(C)C)=O)C(CCCCCCC\C=C/CCCCCCCC)=O 1,2-dioleoyl-3-(dimethylamino)acetoxypropane